C1(CCC1)N1CCC(CC1)N1CCC(CC1)C1=CC2=C(N(C(=N2)C2=CC=C(C=C2)S(=O)(=O)C)C)C=C1F 5-(1'-cyclobutyl-[1,4'-bipiperidin]-4-yl)-6-fluoro-1-methyl-2-(4-(methylsulfonyl)phenyl)-1H-benzo[d]imidazole